3-chloro-4-[(3,5-difluoropyridin-2-yl)methoxy]-2'-{7-hydroxy-7-methyl-5H,6H-cyclopenta[b]pyridin-2-yl}-5',6-dimethyl-[1,4'-bipyridin]-2-one ClC=1C(N(C(=CC1OCC1=NC=C(C=C1F)F)C)C1=CC(=NC=C1C)C1=CC=C2C(=N1)C(CC2)(C)O)=O